C12OCC=CCCC=CCCC2C1 OXABICYCLO[10.1.0]TRIDECA-4,8-DIENE